OC=1C(=NN(C1CCC)C(C)C)CCC 4-Hydroxy-3,5-di-n-propyl-1-isopropyl-pyrazol